N-(4-(2-(8-(4,4-difluoropiperidin-1-yl)quinolin-6-yl)-2-fluorovinyl)-3-(6-azaspiro[2.5]octan-6-yl)phenyl)-2-hydroxyethane-1-sulfonamide FC1(CCN(CC1)C=1C=C(C=C2C=CC=NC12)C(=CC1=C(C=C(C=C1)NS(=O)(=O)CCO)N1CCC2(CC2)CC1)F)F